N-[(3,3-difluorocyclobutyl)-(4-fluorophenyl)methyl]-2-(2,6-dioxo-3-piperidyl)-1-oxo-isoindoline-5-carboxamide FC1(CC(C1)C(NC(=O)C=1C=C2CN(C(C2=CC1)=O)C1C(NC(CC1)=O)=O)C1=CC=C(C=C1)F)F